ClC1=CC2=CNC=C2C=C1 5-chloro-2H-isoindol